FC(C=1C(=C2N(N1)CCN2CC2=CC=C(C=C2)C(F)(F)F)C(=O)N[C@@H](C)C2=CC=C(C(=O)OC)C=C2)(F)F Methyl (S)-4-(1-(6-(trifluoromethyl)-1-(4-(trifluoromethyl)benzyl)-2,3-dihydro-1H-imidazo[1,2-b]pyrazole-7-carboxamido)ethyl)benzoate